tetragalactose C([C@@H]1[C@@H]([C@@H]([C@H]([C@@H](O1)O[C@H]2[C@H](O[C@H]([C@@H]([C@H]2O)O)O[C@H]3[C@H](O[C@H]([C@@H]([C@H]3O)O)O[C@H]4[C@H](O[C@H]([C@@H]([C@H]4O)O)O)CO)CO)CO)O)O)O)O